C(C)(C)(C)OC(=O)N1C(C(CC1C1=CC=CC=C1)(C)F)=O 3-fluoro-3-methyl-2-oxo-5-phenylpyrrolidine-1-carboxylic acid tert-butyl ester